(hexahydro-1H-pyrrolizin-7a-yl)methoxypyrido[4,3-d]pyrimidine C1CCN2CCCC12COC=1N=CC2=C(N1)C=CN=C2